C(CCC)N(C(=O)N)CCCCC N-butyl-N-pentylurea